(S)-N-(3-(3-oxohexahydroimidazo[1,5-a]pyrazin-2(3H)-yl)bicyclo[1.1.1]pentan-1-yl)methanesulfonamide O=C1N(C[C@H]2N1CCNC2)C21CC(C2)(C1)NS(=O)(=O)C